methyl 2-((2-(6-((4-cyano-2-fluorobenzyl)oxy)pyridin-2-yl)-2,6-dihydropyrrolo[3,4-c]pyrazol-5(4H)-yl)methyl)-1-((3-methoxyoxetan-3-yl)methyl)-1H-benzo[d]imidazole-6-carboxylate C(#N)C1=CC(=C(COC2=CC=CC(=N2)N2N=C3C(=C2)CN(C3)CC3=NC2=C(N3CC3(COC3)OC)C=C(C=C2)C(=O)OC)C=C1)F